2-(5-fluoro-2-(hydroxymethyl)benzyl)-3,4-dihydropyrrolo[1,2-a]pyrazine-1(2H)-one FC=1C=CC(=C(CN2C(C=3N(CC2)C=CC3)=O)C1)CO